4-ketoproline O=C1C[C@H](NC1)C(=O)O